2-((1R,4r)-4-(((3R)-3-(4-((2,6-dioxopiperidin-3-yl)oxy)benzyl)morpholino)methyl)cyclohexyl)-6-isopropoxy-N-(pyrazolo[1,5-a]pyrimidin-3-yl)-2H-indazole-5-carboxamide O=C1NC(CCC1OC1=CC=C(C[C@@H]2COCCN2CC2CCC(CC2)N2N=C3C=C(C(=CC3=C2)C(=O)NC=2C=NN3C2N=CC=C3)OC(C)C)C=C1)=O